C(C)(=O)N1CCC(CC1)COC=1C=C2CCN(C(C2=CC1)=O)C[C@@H](CN1CC2=CC=CC=C2CC1)O 6-[(1-acetyl-4-piperidinyl)methoxy]-2-[(2R)-3-(3,4-dihydro-1H-isoquinolin-2-yl)-2-hydroxy-propyl]-3,4-dihydroisoquinolin-1-one